C[C@@]1(C=C(C(CC1)=O)C(=O)OC(C)(C)C)C(=O)OCC#CC1=CC=CC=C1 1-(tert-butyl) 3-(3-phenylprop-2-yn-1-yl) (R)-3-methyl-6-oxocyclohex-1-ene-1,3-dicarboxylate